C(C)(=O)N1CCC(CC1)NCC=1C=CC(=NC1OC)C=1C(=C(C=CC1)C1=C(C(=NC=C1)C=1C=C2CN(C(C2=CC1)=O)CCNC[C@@H]1NC(CC1)=O)Cl)Cl (R)-5-(4-(3-(5-(((1-acetylpiperidin-4-yl)amino)methyl)-6-methoxypyridin-2-yl)-2-chlorophenyl)-3-chloropyridin-2-yl)-2-(2-(((5-oxopyrrolidin-2-yl)methyl)amino)ethyl)isoindolin-1-one